NC1=C2C=NC(=NC2=CC(=C1F)C1=C(C2=C(OCCN2)N=C1)C)NC=1C=NN(C1)C(C(=O)NC)(C)C 2-(4-{[5-amino-6-fluoro-7-(8-methyl-2,3-dihydro-1H-pyrido[2,3-b][1,4]oxazin-7-yl)quinazolin-2-yl]amino}-1H-pyrazol-1-yl)-N,2-dimethylpropanamide